eicosyl glycidyl ether C(C1CO1)OCCCCCCCCCCCCCCCCCCCC